N-[9-[(2S)-3-[bis(4-methoxyphenyl)-phenyl-methoxy]-2-hydroxy-propyl]-6-oxo-1H-purin-2-yl]-2-methyl-propanamide COC1=CC=C(C=C1)C(OC[C@H](CN1C=2N=C(NC(C2N=C1)=O)NC(C(C)C)=O)O)(C1=CC=CC=C1)C1=CC=C(C=C1)OC